(S)-N-(pyrrolidin-3-yl)-8-(trifluoromethoxy)quinolin-5-amine hydrochloride Cl.N1C[C@H](CC1)NC=1C=2C=CC=NC2C(=CC1)OC(F)(F)F